COC1=CC(=CN=N1)N1C[C@H]2CC[C@@H](C1)C2NC=2N=C1N(N2)CC[C@@H]1OC1=C(C(=C(C=C1)F)F)F (S)-N-((1r,5S,8S)-3-(6-methoxypyridazin-4-yl)-3-azabicyclo[3.2.1]oct-8-yl)-7-(2,3,4-trifluorophenoxy)-6,7-dihydro-5H-pyrrolo[1,2-b][1,2,4]triazol-2-amine